ClC1=C(C=C(OCC(=O)N[C@H]2CC[C@@H](N(C2)C(=O)OC(C)(C)C)C=2N=C3N(C=CC(=C3)C(F)(F)F)C2)C=C1)F tert-butyl (2R,5S)-5-[2-(4-chloro-3-fluorophenoxy)acetamido]-2-[7-(trifluoromethyl)imidazo[1,2-a]pyridin-2-yl]piperidine-1-carboxylate